NC=1N=C(C2=C(N1)C=CC=N2)N[C@@](CNC(=O)C2=NN(C=C2)C)(CCCC)C (R)-N-(2-((2-aminopyrido[3,2-d]pyrimidin-4-yl)amino)-2-methylhexyl)-1-methyl-1H-pyrazole-3-carboxamide